(E)-methylbenzene-1,2-diamine CC1=C(C(=CC=C1)N)N